FC(F)SC1=NC=CC=C1C(=O)O 2-[(difluoromethyl)sulfanyl]pyridine-3-carboxylic acid